FC=1C=C(C=C(C1)S(=O)(=O)C(F)(F)F)CC1CC2(CN(C2)C(=O)N2C[C@H](CC2)C2=NN=CN2)C1 [6-[[3-fluoro-5-(trifluoromethylsulfonyl)phenyl]methyl]-2-azaspiro[3.3]heptan-2-yl]-[(3S)-3-(4H-1,2,4-triazol-3-yl)pyrrolidin-1-yl]methanone